gallic acid, methyl ester gallate C(C1=CC(O)=C(O)C(O)=C1)(=O)O.C(C1=CC(O)=C(O)C(O)=C1)(=O)OC